C(C)(C)(C)C1N2C(C3=CC(=C(C=C3C1)C=1C=NC(=NC1)Cl)OC)=CC(C(=C2)C(=O)OCC)=O ethyl 6-tert-butyl-9-(2-chloropyrimidin-5-yl)-10-methoxy-2-oxo-6,7-dihydro-2H-pyrido[2,1-a]isoquinoline-3-carboxylate